N-(4-(N-(4-fluorobenzyl)-N-(4-methylbenzyl)sulfamoyl)phenyl)-2-(pyridin-4-yl)cyclopropane-1-carboxamide FC1=CC=C(CN(S(=O)(=O)C2=CC=C(C=C2)NC(=O)C2C(C2)C2=CC=NC=C2)CC2=CC=C(C=C2)C)C=C1